[N+](=O)([O-])NC(=N)N 1-Nitroguanidin